The molecule is an acyl-CoA that results from the formal condensation of the thiol group of coenzyme A with the carboxy group of 3-dehydrocarnitine. It has a role as a bacterial metabolite. It is an acyl-CoA and a quaternary ammonium ion. It derives from a 3-dehydrocarnitine. It is a conjugate acid of a 3-dehydrocarnityl CoA(3-). CC(C)(COP(=O)(O)OP(=O)(O)OC[C@@H]1[C@H]([C@H]([C@@H](O1)N2C=NC3=C(N=CN=C32)N)O)OP(=O)(O)O)[C@H](C(=O)NCCC(=O)NCCSC(=O)CC(=O)C[N+](C)(C)C)O